C(C)N(CCNC=1C=CC=C2C=CC=NC12)CC N1,N1-diethyl-N2-(quinolin-8-yl)ethane-1,2-diamine